5-(3-fluoropyrrolidin-1-yl)-1-methyl-3-styryl-1H-1,2,4-triazole FC1CN(CC1)C1=NC(=NN1C)C=CC1=CC=CC=C1